C1(CCCCC1)P(C1(C(C=CC=C1)=C1C(C=C(C=C1C(C)C)C(C)C)(N)C(C)C)[Pd+])C1CCCCC1 2-dicyclohexylphosphino-2',4',6'-tri-i-propyl-(2'-amino-1,1'-biphenyl-2-yl)palladium(II)